(S)-(4-(4-fluorobenzo[d]thiazol-2-yl)-6,7-dihydro-1H-imidazo[4,5-c]pyridin-5(4H)-yl)(5-methyl-1,3,4-thiadiazol-2-yl)methanone FC1=CC=CC2=C1N=C(S2)[C@H]2N(CCC1=C2N=CN1)C(=O)C=1SC(=NN1)C